1-((5-(5-(difluoromethyl)-1,3,4-oxadiazol-2-yl)pyridin-2-yl)methyl)-6-fluoro-3-(1-methylpiperidin-4-yl)-5-(1H-pyrazol-4-yl)-1,3-dihydro-2H-benzo[d]imidazol-2-one FC(C1=NN=C(O1)C=1C=CC(=NC1)CN1C(N(C2=C1C=C(C(=C2)C=2C=NNC2)F)C2CCN(CC2)C)=O)F